BrC=1C=C(C=CC1)C1=NC2=CC=CC=C2C(N1)=O 2-(3-bromophenyl)-4[3H]quinazolinone